methyl (S)-4-(5-(3-(hexylamino)-2-(nonylamino)-3-oxopropyl)-1,3,4-oxadiazol-2-yl)benzoate C(CCCCC)NC([C@H](CC1=NN=C(O1)C1=CC=C(C(=O)OC)C=C1)NCCCCCCCCC)=O